C(C)(C)(C)OC(=O)N1CCN(CC1)C(CN1N=CC(=C1)C1=NC(=NC(=C1)C(F)(F)F)N1[C@H](CC1)C(F)(F)F)=O.BrC(C=O)C(C)C1=C(C(=CC=C1)C)C 2-bromo-3-(2,3-dimethylphenyl)butanal tert-butyl-(R)-4-(2-(4-(6-(trifluoromethyl)-2-(2-(trifluoromethyl)azetidin-1-yl)pyrimidin-4-yl)-1H-pyrazol-1-yl)acetyl)piperazine-1-carboxylate